C1(CCCC1)NC=1C2=C(N=CN1)OC(=C2C=2C=CC(=C(C2)NC(C=C)=O)N(CCN2CCN(CC2)C)C)C2=CC=CC=C2 N-(5-[4-(Cyclopentylamino)-6-phenylfuro[2,3-d]pyrimidin-5-yl]-2-{methyl[2-(4-methylpiperazin-1-yl)ethyl]amino}phenyl)prop-2-enamide